2-chloro-5-(1-hydroxy-3-oxo-1-isoindolinyl)benzenesulfonamide ClC1=C(C=C(C=C1)C1(NC(C2=CC=CC=C12)=O)O)S(=O)(=O)N